FC(C(=O)O)(F)F.ClC=1C=C(C=C(C1)C#N)C(C)(C)C1=CC=C(OCC2=NC(=NC=C2)N2CCN(CC2)CC2CCN(CC2)C2CCN(CC2)CC(=O)O)C=C1 2-(4-((4-(4-((4-(2-(3-chloro-5-cyanophenyl)propan-2-yl)phenoxy)methyl)pyrimidin-2-yl)piperazin-1-yl)methyl)-[1,4'-bipiperidin]-1'-yl)acetic acid (43e)-trifluoroacetate